ClC=1C=C(OCC(=O)O)C=CC1Cl 2-(3,4-Dichlorophenoxy)acetic acid